C(=C)C1=CC=C(C=C1)[Si](O[SiH](C)C)(O[SiH](C)C)O[SiH](C)C 4-vinylphenyl-tris-(dimethylsilyloxy)silane